cobalt diphosphine P.P.[Co]